C(C)(=O)[O-].C(CCC)N1C=[N+](C=C1)C 1-Butyl-3-methylimidazolium acetat